N(=C=O)C1CC(C(CC1)N=C=O)(C)C 1,4-diisocyanato-3,3-dimethylcyclohexane